3-[4-amino-5-(trifluoromethyl)pyrrolo[2,1-f][1,2,4]triazin-7-yl]-N-[(3R,4S)-1-(4,4-difluorocyclohexanecarbonyl)-4-fluoropyrrolidin-3-yl]-6-ethyl-2-fluorobenzamide NC1=NC=NN2C1=C(C=C2C=2C(=C(C(=O)N[C@@H]1CN(C[C@@H]1F)C(=O)C1CCC(CC1)(F)F)C(=CC2)CC)F)C(F)(F)F